(S)-2-((3S,5S)-3,5-dimethylpiperazin-1-yl)-N-(3-(2-((2-fluoro-3-(methylsulfonyl)phenyl)amino)-5-methyl-pyrimidin-4-yl)-1H-indol-7-yl)propanamide C[C@H]1CN(C[C@@H](N1)C)[C@H](C(=O)NC=1C=CC=C2C(=CNC12)C1=NC(=NC=C1C)NC1=C(C(=CC=C1)S(=O)(=O)C)F)C